tert-butyl 2-(6-(7-((4-methyl-3-(methylsulfonyl)benzamido)methyl)-1,6-naphthyridin-2-yl)pyridin-2-yl)-5-oxa-2,8-diazaspiro[3.5]nonane-8-carboxylate CC1=C(C=C(C(=O)NCC2=NC=C3C=CC(=NC3=C2)C2=CC=CC(=N2)N2CC3(C2)OCCN(C3)C(=O)OC(C)(C)C)C=C1)S(=O)(=O)C